NC1CC(C1)C(=O)N (1S,3S)-3-aminocyclobutane-1-carboxamide